(1S,2R)-2-{[(2-{6-Cyclopropyl-4-[4-fluoro-2-(4-methyl-1,2,4-triazol-3-yl)phenyl]pyridin-2-yl}-6-fluoro-7-methyl-1,3-benzoxazol-5-yl)methyl]amino}cyclopentan-1-ol C1(CC1)C1=CC(=CC(=N1)C=1OC2=C(N1)C=C(C(=C2C)F)CN[C@H]2[C@H](CCC2)O)C2=C(C=C(C=C2)F)C2=NN=CN2C